COC(=O)[C@H]1O[C@]([C@H]([C@H]1C1=C(C(=C(C=C1)F)F)C)C)(C(F)(F)F)C |r| rac-(2s,3s,4s,5r)-3-(3,4-difluoro-2-methylphenyl)-4,5-dimethyl-5-(trifluoromethyl)tetrahydrofuran-2-carboxylic acid methyl ester